tert-butyl (S)-2-methyl-4-(pyrazolo[1,5-a]pyridin-5-ylmethyl)piperazine-1-carboxylate C[C@@H]1N(CCN(C1)CC1=CC=2N(C=C1)N=CC2)C(=O)OC(C)(C)C